6-(3-bromo-phenyl)-3-(4-fluoro-1H-indazol-5-yl)-2-isopropyl-imidazo[1,2-a]pyrazine BrC=1C=C(C=CC1)C=1N=CC=2N(C1)C(=C(N2)C(C)C)C=2C(=C1C=NNC1=CC2)F